3-((3-methyloxybutyl)methoxypropoxy)benzoic acid COC(CCC(CCOC=1C=C(C(=O)O)C=CC1)OC)C